N-acetyl-dimethylhydrazinium C(C)(=O)[N+](N)(C)C